CC1(CC(C=2C(C=C(NC2C1)C(=O)O)C1=CC=CC=C1)=O)C 7,7-dimethyl-5-oxo-4-phenyl-1,4,5,6,7,8-hexahydroquinoline-2-carboxylic acid